HEPTANAMIDINE C(CCCCCC)(=N)N